ClC=1C(=CC2=C(C=3N([C@@H](CO2)C(C)C)C=C(C(C3)=O)C(=O)O)C1)NCCCOC (R)-2-chloro-7-isopropyl-3-((3-methoxypropyl)amino)-11-oxo-6,7-dihydro-11H-benzo[f]pyrido[1,2-d][1,4]oxazepine-10-carboxylic acid